CC=1C=CC2=C(C(=NO2)N)C1 5-methylbenzo[d]isoxazol-3-amine